FC=1C(=NC=CN1)C1=C2N=C(N(C2=NC=N1)C1OCCCC1)OC 6-(3-fluoropyrazin-2-yl)-8-methoxy-9-(tetrahydro-2H-pyran-2-yl)-9H-purine